4-(3-cyclopentyl-2,6-dimethyl-3H-thieno[2,3-d]imidazol-5-yl)-N-(5-(1-ethylpiperidin-4-yl)pyridin-2-yl)-5-fluoropyrimidin-2-amine C1(CCCC1)N1C(=NC2=C1SC(=C2C)C2=NC(=NC=C2F)NC2=NC=C(C=C2)C2CCN(CC2)CC)C